The molecule is a member of the class of phenols that is styrene carrying a hydroxy substituent at position 4. It has a role as a human urinary metabolite and a human xenobiotic metabolite. It derives from a hydride of a styrene. C=CC1=CC=C(C=C1)O